CC1(CCC(CC1)OC(N)=O)C carbamic acid 4,4-dimethylcyclohexyl ester